3,3-dimethylpiperidine-1-carboxylate CC1(CN(CCC1)C(=O)[O-])C